N-(4-benzooxazol-2-yl-phenyl)-N-phenyl-N-{4'-(2-naphthalen-2-yl-benzooxazol-6-yl)-[1,1']biphenyl-4-yl}-amine O1C(=NC2=C1C=CC=C2)C2=CC=C(C=C2)N(C2=CC=C(C=C2)C2=CC=C(C=C2)C2=CC1=C(N=C(O1)C1=CC3=CC=CC=C3C=C1)C=C2)C2=CC=CC=C2